3-(difluoromethyl)-7-(hydroxymethyl)-4-methyl-1H-1,5-naphthyridin-2-one FC(C=1C(NC2=CC(=CN=C2C1C)CO)=O)F